OCCOCCOCCOCCN(CCC1=CC(N(C=C1)C(C(=O)N[C@@H](CC(=O)OC)C=1C=C(C=CC1)C1=C(C=C(C=C1C)C)C)CCC(C)C)=O)C methyl (3S)-3-(2-(4-(14-hydroxy-3-methyl-6,9,12-trioxa-3-azatetradecyl)-2-oxopyridin-1(2H)-yl)-5-methylhexanamido)-3-(2',4',6'-trimethyl-[1,1'-biphenyl]-3-yl)propanoate